(trimethylstannyl)-[2,2'-bithiophene] C[Sn](C)(C)C1=C(SC=C1)C=1SC=CC1